(5-(4-(benzyloxy)phenyl)-1,1-difluoropent-1-en-3-yl)(m-tolyl)sulfane C(C1=CC=CC=C1)OC1=CC=C(C=C1)CCC(C=C(F)F)SC=1C=C(C=CC1)C